NC=1C(=NC(=CN1)C1=C(C(=C(C=C1)N1C[C@@H](OCC1)C(C)C)F)F)C=1C=C2CCNC(C2=CC1)=O (S)-6-(3-amino-6-(2,3-difluoro-4-(2-isopropylmorpholino)phenyl)pyrazin-2-yl)-3,4-dihydroisoquinolin-1(2H)-one